4-bromo-3-(pyridin-4-yl)-1H-pyrazol-5-amine BrC=1C(=NNC1N)C1=CC=NC=C1